FC=1C=C(C2=C(C=C(O2)CNC(=O)C=2C=NN3C2N=CC=C3)C1)C(=O)OC(C(F)F)OCC 1-Ethoxy-2,2-difluoroethyl 5-fluoro-2-((pyrazolo[1,5-a]pyrimidine-3-carboxamido)methyl)benzofuran-7-carboxylate